(14Z,17Z)-N,N-dimethyltricosa-14,17-dien-6-amine CN(C(CCCCC)CCCCCCC\C=C/C\C=C/CCCCC)C